C(C)(C)(C)OC(N(C)[C@H](C(=O)NC1=NC(=CC=C1)Br)C(C)C)=O (S)-(1-((6-bromopyridin-2-yl)amino)-3-methyl-1-oxobutan-2-yl)(methyl)carbamic acid tert-butyl ester